C(CC(C)C)C=1N=C(SC1C1=CC=C(C=C1)N1CCOCC1)NC1=C(C(=O)OC)C=C(C=N1)C(F)(F)F methyl 2-(4-isopentyl-5-(4-morpholinophenyl)thiazol-2-ylamino)-5-(trifluoromethyl)nicotinate